6-[[3-[1-(trifluoromethyl)cyclopropyl]-1,2,4-triazol-1-yl]methyl]-2-azaspiro[3.3]heptane FC(C1(CC1)C1=NN(C=N1)CC1CC2(CNC2)C1)(F)F